1-Propyl-8-[6-(3-trifluoromethyl-benzylamino)-pyridin-3-yl]-1,7-dihydro-purin-6-one C(CC)N1C=NC=2N=C(NC2C1=O)C=1C=NC(=CC1)NCC1=CC(=CC=C1)C(F)(F)F